3-(4-fluorophenoxy)-N-(4-methoxy-3-methylphenyl)cyclobutane-1-carboxamide FC1=CC=C(OC2CC(C2)C(=O)NC2=CC(=C(C=C2)OC)C)C=C1